Lauric Anhydride C(CCCCCCCCCCC)(=O)OC(CCCCCCCCCCC)=O